4-amino-2,3-difluoro-benzamide NC1=C(C(=C(C(=O)N)C=C1)F)F